BrC=1C=C2C(=NN(C(C2=CC1)=O)CC(=O)O)OC1(CCC1)OC 2-(6-bromo-4-(3-cis-methoxycyclobutoxy)-1-oxophthalazin-2(1H)-yl)acetic acid